C1(=CC=CC=C1)C=1OC(=C(N1)C1=CC=CC=C1)C(F)(F)F 2,4-diphenyl-5-(trifluoromethyl)oxazole